C(C)(C)(C)[S@@](=O)N1[C@@H]([C@@]2(C1)CN([C@H](CCC2)C)C(=O)OC(C)(C)C)C(C)C tert-butyl (1R,4R,7S)-2-((R)-tert-butylsulfinyl)-1-isopropyl-7-methyl-2,6-diazaspiro[3.6]decane-6-carboxylate